N[C@@H](C(C)C)C(=O)OC1=C(C=CC=C1)C1=CC2=C(N=N1)NC(=C2C)[C@H]2CN(CC2)C(C=C)=O 2-(6-((R)-1-acryloylpyrrolidin-3-yl)-5-methyl-7H-pyrrolo[2,3-c]pyridazin-3-yl)phenyl L-valinate